C2,4-dimethylbenzene CC1=CC=CC(=C1)C